hexanediyl succinate C1(CCC(=O)OCCCCCCO1)=O